1-(benzothiazol-2-yl)sulfanyl-5-(tri-n-butylstannyl)-3-methylpenta-2,4-diene S1C(=NC2=C1C=CC=C2)SCC=C(C=C[Sn](CCCC)(CCCC)CCCC)C